FC(C=1C=NN(C1)C=1C=CC(NN1)=O)(F)F 6-(4-(trifluoromethyl)-1H-pyrazol-1-yl)pyridazin-3(2H)-one